S1CCCCC1.[Y] Yttrium Thian